alanyl-arginine Benzyl-2-(3-(2-ethoxy-2-oxoethoxy)phenyl)-7-((2-ethoxy-2-oxoethyl)thio)-2,6,6-trimethylheptanoate C(C1=CC=CC=C1)C(C(C(=O)O)(C)C1=CC(=CC=C1)OCC(=O)OCC)CCC(CSCC(=O)OCC)(C)C.N[C@@H](C)C(=O)N[C@@H](CCCNC(N)=N)C(=O)O